NC=1C(=C2C(=NC1)C(CC2)O[Si](C)(C)C(C)(C)C)N2C[C@H]([C@@H]([C@H](C2)C)O[Si](C)(C)C(C)(C)C)NC(OC(C)(C)C)=O tert-butyl ((3R,4R,5S)-1-(3-amino-7-{[tert-butyl(dimethyl)silyl]oxy}-6,7-dihydro-5H-cyclopenta[b]pyridin-4-yl)-4-{[tert-butyl(dimethyl)silyl]oxy}-5-methylpiperidin-3-yl)carbamate